5-amino-1,3,3-trimethyl-spiro[indoline-2,3'-[3H]-pyrido[3,4-f][1,4]benzoxazine] NC=1C=C2C(C3(OC4=C(N=C3)C3=C(C=C4)C=CN=C3)N(C2=CC1)C)(C)C